(R)-1-((R)-3,3-difluorocyclopentyl)-3-(isoquinolin-4-yl)-2-oxoimidazoline-4-carbonitrile FC1(C[C@@H](CC1)N1C(N([C@H](C1)C#N)C1=CN=CC2=CC=CC=C12)=O)F